ClC1=C(OC=2C(=C(N(C(C2C)=O)C)NC2=C(C=C(C=C2)I)F)C(=O)NC2CC2)C=CC=C1NS(NC)(=O)=O 4-(2-chloro-3-((N-methylsulfamoyl)amino)phenoxy)-N-cyclopropyl-2-((2-fluoro-4-iodophenyl)amino)-1,5-dimethyl-6-oxo-1,6-dihydropyridine-3-carboxamide